FC1(C(=C(C1(F)F)C(C(F)(F)F)(C(C(C(F)(F)F)(F)F)(F)F)F)C(C(F)(F)F)(C(C(C(F)(F)F)(F)F)(F)F)F)F 3,3,4,4-tetrafluoro-1,2-bis(perfluoropent-2-yl)cyclobut-1-ene